Cl.CN1N=C(C2=CC=C(C=C12)OCCCC1CCNCC1)C1C(NC(CC1)=O)=O 3-(1-methyl-6-(3-(piperidin-4-yl)propoxy)-1H-indazol-3-yl)piperidine-2,6-dione hydrochloride